Cl.NC1=CC=C(C=C1)N1C(=NC=2C1=NC(=CC2)C2=CC=CC=C2)C=2C(=NC=CC2)N 3-[3-(4-aminophenyl)-5-phenyl-imidazo[4,5-b]pyridin-2-yl]pyridin-2-amine hydrochloride